FC1=C(CC(C(=O)NC2CCN(CC2)CCC2=CC=CC=C2)CC)C=CC(=C1)F (2,4-difluorobenzyl)-N-(1-phenethylpiperidin-4-yl)butanamide